C(N)(=O)CC[C@@H](COC1=C(C(=CC=C1)C#CCCO)F)NC(OC(C)(C)C)=O tert-butyl N-[(2S)-4-carbamoyl-1-[2-fluoro-3-(4-hydroxybut-1-yn-1-yl)phenoxy] butan-2-yl]carbamate